Dimethyl-4-carbonyl-cyclopentane methyl-carbonylmethyl-beta-carboline-3-carboxylate CC(=O)COC(=O)C=1N=CC=2NC3=CC=CC=C3C2C1.CC1(CCC(C1)=C=O)C